N-tert.-Butyl-4-[(3-hydroxyphenyl)methylcarbamoylamino]pyridin C(C)(C)(C)N1CC=C(C=C1)NC(NCC1=CC(=CC=C1)O)=O